CC=1C=C2C(=CN1)N(N=C2C2CN(C2)C(=O)OC(C)(C)C)CC(N2C[C@@H](OCC2)C(F)(F)F)=O tert-Butyl 3-(5-methyl-1-{2-oxo-2-[(2R)-2-(trifluoromethyl)morpholin-4-yl]ethyl}-1H-pyrazolo[3,4-c]pyridin-3-yl)azetidine-1-carboxylate